C(#N)/C=C/C(=O)N(C)OC (E)-3-cyano-N-methoxy-N-methyl-prop-2-enamide